lithium iron phosphate sodium [Na+].P(=O)([O-])([O-])[O-].[Fe+2].[Li+]